ClCCC[Si](OCCCC)(C)C chloropropyl-dimethyl-butoxysilane